6-bromo-N-(6-(difluoromethoxy)-5-fluoro-2-methoxypyridin-3-yl)-1H-indole-3-sulfonamide BrC1=CC=C2C(=CNC2=C1)S(=O)(=O)NC=1C(=NC(=C(C1)F)OC(F)F)OC